aluminum sodium dioxido(oxo)silane [O-][Si](=O)[O-].[Na+].[Al+3].[O-][Si]([O-])=O